OC1=C(C=O)C=C(C(=C1)O)C 2,4-dihydroxyl-5-methylbenzaldehyde